N-(2-chlorophenyl)-1-methyl-9-(1,2,3,6-tetrahydropyridin-4-yl)-6,7-dihydro-5H-benzo[c][1,2,3]triazolo[1,5-a]azepin-7-amine 2,2,2-trifluoroacetate FC(C(=O)O)(F)F.ClC1=C(C=CC=C1)NC1C2=C(C=3N(CC1)N=NC3C)C=CC(=C2)C=2CCNCC2